BrC=1C=C2C(=CN(C2=CC1)C(COCCOCCOC)=O)/C(=C/C=1C=C(C#N)C=CC1OC)/C#N (Z)-3-(2-(5-bromo-1-(2-(2-(2-methoxyethoxy)ethoxy)acetyl)-1H-indol-3-yl)-2-cyanovinyl)-4-methoxybenzonitrile